N-(4-((2-(1,1-difluoroethyl)-6-ethylpyrimidin-4-yl)amino)-5-(pyrimidin-2-yl)pyridin-2-yl)acetamide FC(C)(F)C1=NC(=CC(=N1)NC1=CC(=NC=C1C1=NC=CC=N1)NC(C)=O)CC